C(C)N(C)[Si](C=C)(C=C)C=C (N-ethylmethylamino)trivinylsilane